The molecule is an alkane comprising of two carbon atoms. It has a role as a refrigerant and a plant metabolite. It is a gas molecular entity and an alkane. CC